C(=O)C1=CC=NN1CC(=O)OCC ethyl 2-(5-formyl-1H-pyrazol-1-yl)acetate